7-(5-(1-((6-(3-isopropylpyrrolidine-1-carbonyl)-2-methylthieno[2,3-d]pyrimidin-4-yl)amino)ethyl)thiophen-2-yl)isoindol-1-one C(C)(C)C1CN(CC1)C(=O)C1=CC2=C(N=C(N=C2NC(C)C2=CC=C(S2)C=2C=CC=C3C=NC(C23)=O)C)S1